C1(CCCC1)C1=C(C(=CC(=C1)N1CC2=CC=C(C=C2CC1)F)C)C(C(=O)N)C(C)(C)C (2-cyclopentyl-4-(6-fluoro-3,4-dihydroisoquinolin-2(1H)-yl)-6-methylphenyl)-3,3-dimethylbutyramide